tetraethyleneglycol bis-sulfate S(=O)(=O)(O)OCCOCCOCCOCCOS(=O)(=O)O